4-amino-1,1,1-trifluorobutan-2-ol hydrochloride Cl.NCCC(C(F)(F)F)O